5-(3-chloroimidazo[1,2-a]pyrimidin-6-yl)-N-(trans-4-(4-methylpiperazin-1-yl)cyclohexyl)pyrrolo[2,1-f][1,2,4]triazin-2-amine ClC1=CN=C2N1C=C(C=N2)C=2C=CN1N=C(N=CC12)N[C@@H]1CC[C@H](CC1)N1CCN(CC1)C